C(C1=CC=CC=C1)OC=1C=C(C=CC=2N=CSC2)C=C(C1C(C)C)OCC1=CC=CC=C1 4-(3,5-bis(benzyloxy)-4-isopropylstyryl)thiazole